1,5-dihydro-4H-[1,2,3]triazolo[4,5-c]quinolin-4-one N1N=NC=2C(NC=3C=CC=CC3C21)=O